CC(C)C(CC[C@@H](C)[C@H]1CC[C@H]2[C@@H]3CCC4CCCC[C@]4(C)[C@H]3CC[C@]12C)C(=O)[O-] cholestane-24-carboxylate